NC=1N=C(C2=C(N1)C=C(C=N2)F)N[C@@](CNC(=O)C=2C=NN(C2)C)(CCCC)C (R)-N-(2-((2-amino-7-fluoropyrido[3,2-d]pyrimidin-4-yl)amino)-2-methylhexyl)-1-methyl-1H-pyrazole-4-carboxamide